4-methyl-2-oxopent-4-enoate CC(CC(C(=O)[O-])=O)=C